FC(=C(C(=C(F)F)F)F)F HEXAFLUORo-1,3-BUTADIEN